6,6-dimethyl-3-azabicyclo[3.1.0]hexene CC1(C2CNC=C12)C